(3S*,4R*)-4-(4-methoxy-2-methyl-phenyl)-2-oxopyrrolidine-3-carboxylic acid methyl ester COC(=O)[C@@H]1C(NC[C@H]1C1=C(C=C(C=C1)OC)C)=O |o1:4,8|